C(C)N(CC)CC=1SC2=C(N1)C=C(C=C2)C2=CC[C@@H](CN2C(=O)OC(C)(C)C)C (S)-tert-butyl 6-(2-((diethylamino)methyl)benzo[d]thiazol-5-yl)-3-methyl-3,4-dihydropyridine-1(2H)-carboxylate